[C@H]12CCOC(CCCCCCCCCC[C@H]2O1)=O |r| (1RS,16RS)-4,17-dioxabicyclo[14.1.0]heptadecan-5-one